3-(((3aR,5s,6aS)-2-(3,3-dimethylbutyl)octahydrocyclopenta[c]pyrrol-5-yl)amino)-5,5-dimethyl-7-propyl-5,7-dihydro-6H-pyrrolo[2,3-c]pyridazin-6-one CC(CCN1C[C@@H]2[C@H](C1)CC(C2)NC2=CC1=C(N=N2)N(C(C1(C)C)=O)CCC)(C)C